C(#N)C1=CC=C2C=3C(C4=C(C(C3NC2=C1)(C)C)C=C(C(=C4)CC)N4CCN(CC4)CCCC(=O)OCC)=O ethyl 4-(4-{3-cyano-9-ethyl-6,6-dimethyl-11-oxo-5H,6H,11H-benzo[b]carbazol-8-yl}piperazin-1-yl)butanoate